OCC(C)(C)NC1=NC(=CC(=N1)NC(C1=C(C=C(C=C1)NS(=O)(=O)CCO)N1CCC2(CC2)CC1)=O)C N-(2-((1-Hydroxy-2-methylpropan-2-yl)amino)-6-methylpyrimidin-4-yl)-4-((2-hydroxyethyl)sulfonamido)-2-(6-azaspiro[2.5]octan-6-yl)benzamide